C(C)OC(=O)N[C@@H](CC1=CNC2=CC=CC=C12)C(=O)OC Methyl (ethoxycarbonyl)-L-tryptophanate